N6-(19-amino-pentaoxanonadecyl)-adenine NCCCCCCCCCCCCCCOOOOONC1=C2NC=NC2=NC=N1